NC=1C=CC(=C(C1)C=1C=NC2=CC(=NC=C2C1)N(C)CC1=CC=C(C=C1)OC)Cl 3-(5-amino-2-chlorophenyl)-N-(4-methoxybenzyl)-N-methyl-1,6-naphthyridin-7-amine